cis-3-methyl-1-(1-(2-(trifluoromethoxy)ethoxy)propyl)-6-azabicyclo[3.1.1]heptane CC1CC2(NC(C1)C2)C(CC)OCCOC(F)(F)F